5-(2,4-Difluorophenyl)acetylsalicylic acid FC1=C(C=CC(=C1)F)CC(=O)C1=CC=C(C(C(=O)O)=C1)O